6-(Octahydro-1h-Indol-1-Ylmethyl)Decahydroquinazoline N1(CCC2CCCCC12)CC1CC2CNCNC2CC1